gamma-epoxypropylpropylether C(CC)OCC1CO1